ClC1=C(C=O)C=CC(=N1)O 2-CHLORO-6-HYDROXYNICOTINALDEHYDE